(1R,2R)-N-(1-(azetidin-1-ylmethyl)cyclopropyl)-2-phenylcyclopropane-1-carboxamide N1(CCC1)CC1(CC1)NC(=O)[C@H]1[C@@H](C1)C1=CC=CC=C1